COC1=CC=C(C=C1)C=1N=C(SC1)N 4-(4-methoxyphenyl)thiazol-2-amine